1-benzyl-4-(2-(2,4-dimethylphenylthio)phenyl)piperazine C(C1=CC=CC=C1)N1CCN(CC1)C1=C(C=CC=C1)SC1=C(C=C(C=C1)C)C